2,2-bis(p-hydroxyphenyl)butane tert-Butyl-4-(5-((3-ethoxy-3-oxopropyl)amino)-6-methyl-1H-indol-1-yl)piperidine-1-carboxylate C(C)(C)(C)OC(=O)N1CCC(CC1)N1C=CC2=CC(=C(C=C12)C)NCCC(=O)OCC.OC1=CC=C(C=C1)C(C)(CC)C1=CC=C(C=C1)O